C(C)(C)(C)C=1C=C(C=C(C1O)C(C)(C)C)CCC(=O)NCCCN N,N'-(3,5-di-tert.butyl-4-hydroxyphenylpropionyl)-trimethylendiamin